8-bromodibenzo[b,d]furan-3-carboxylic acid BrC=1C=CC2=C(C3=C(O2)C=C(C=C3)C(=O)O)C1